CC=1SC(=C(N1)C)[C@@H]1CCC=2N(C1)C(=NN2)[C@@H]2C[C@@H](CCC2)NC(OC(C)(C)C)=O Tert-butyl N-[(1R,3S)-3-[(6R)-6-(2,4-dimethylthiazol-5-yl)-5,6,7,8-tetrahydro-[1,2,4]triazolo[4,3-a]pyridin-3-yl]cyclohexyl]carbamate